C(C=C)(=O)O.C(C=C)(=O)O.P(O)(O)(O)=O phosphoric acid diacrylate